5,6,7-trimethoxy-1-(3,4,5-trimethoxyphenyl)-2,3-dihydroquinolin-4(1H)-one COC1=C2C(CCN(C2=CC(=C1OC)OC)C1=CC(=C(C(=C1)OC)OC)OC)=O